BrC1=CC=C(C=C1)CCCC1NCCNCCNCCNC1 2-[3-(4-bromophenyl)propyl]-1,4,7,10-tetrazacyclododecane